Anti-1-ethoxycarbonyl-2-vinylcyclopropanecarboxylic acid C(C)OC(=O)C1(C(C1)C=C)C(=O)O